3-(7-bromo-2,4-dimethylquinolin-3-yl)piperidine-2,6-dione BrC1=CC=C2C(=C(C(=NC2=C1)C)C1C(NC(CC1)=O)=O)C